ethyl-3-[3-(dimethylamino)propyl]-carbodiimide C(C)N=C=NCCCN(C)C